Tert-butyl {8-chloro-1-[trans-4-(pyridin-2-yloxy)cyclohexyl]-5,6-dihydro-4H-[1,2,4]triazolo[4,3-a][1]benzazepin-5-yl}methylcarbamate ClC=1C=CC2=C(CC(CC=3N2C(=NN3)[C@@H]3CC[C@H](CC3)OC3=NC=CC=C3)CNC(OC(C)(C)C)=O)C1